NC1=C(C(=CC=C1)S)S 3-Aminobenzene-1,2-dithiol